COC1=CC(=C(C(/C=C/C2=CC=C(C=C2)N(C)C)=O)C(=C1)OC)O 4',6'-Dimethoxy-4-dimethylamino-2'-hydroxychalcone